3-(1'-((5-fluoro-1-methyl-1H-indazol-6-yl)methyl)-6-oxo-6,8-dihydro-2H,7H-spiro[furo[2,3-e]isoindole-3,4'-piperidin]-7-yl)piperidine-2,6-dione FC=1C=C2C=NN(C2=CC1CN1CCC2(CC1)COC1=C3CN(C(C3=CC=C12)=O)C1C(NC(CC1)=O)=O)C